N-(2-methyl-4-chlorophenyl)-5-((3,5-bistrifluoromethyl-1H-pyrazol-1-yl)methyl)furan-2-carboxamide CC1=C(C=CC(=C1)Cl)NC(=O)C=1OC(=CC1)CN1N=C(C=C1C(F)(F)F)C(F)(F)F